2-bromo-3-[4-fluoro-4-(4-methyl-4H-1,2,4-triazol-3-yl)piperidin-1-yl]-6-(trifluoromethyl)pyridine-4-carbonitrile BrC1=NC(=CC(=C1N1CCC(CC1)(C1=NN=CN1C)F)C#N)C(F)(F)F